CC=1\C(\C(N(N1)C1=CC=CC=C1)=S)=C/NC1=CC=C(C=C1)[N+](=O)[O-] (4E)-5-Methyl-4-{[(4-nitrophenyl)amino]methylene}-2-phenyl-2,4-dihydro-3H-pyrazole-3-thione